NC1=NC=2C=C(C(=CC2C2=C1C=NN2C)C(=O)N(C)[C@H]2COCC1=C2C=CC(=C1F)C(F)(F)F)F 4-amino-7-fluoro-N-((4R)-8-fluoro-7-(trifluoromethyl)-3,4-dihydro-1H-2-benzopyran-4-yl)-N,1-dimethyl-1H-pyrazolo[4,3-c]-quinoline-8-carboxamide